C1(CC1)C(CNC=1N=CC2=C(N1)NC=C2C2=CC=C1C(=N2)N(C(=N1)C)CC(F)F)(F)F N-(2-cyclopropyl-2,2-difluoroethyl)-5-(3-(2,2-difluoroethyl)-2-methyl-3H-imidazo[4,5-b]pyridin-5-yl)-7H-pyrrolo[2,3-d]pyrimidin-2-amine